tert-butyl 3-(5-(5-((-)-3-cyclopropyl-1-((R)-1,1-dimethylethylsulfinamido)-1-phenylpropyl)-2-fluorophenylcarbamoyl)-3-(trifluoromethyl)-1H-pyrazol-1-yl)benzylcarbamate C1(CC1)CCC(C1=CC=CC=C1)(N[S@](=O)C(C)(C)C)C=1C=CC(=C(C1)NC(=O)C1=CC(=NN1C=1C=C(CNC(OC(C)(C)C)=O)C=CC1)C(F)(F)F)F